(S)-N-(5-(2-(2-aminopyridin-3-yl)-5-(1H-pyrazol-1-yl)-3H-imidazo[4,5-b]pyridin-3-yl)-2,3-dihydro-1H-inden-1-yl)-3-(2-fluoroacrylamido)benzamide NC1=NC=CC=C1C1=NC=2C(=NC(=CC2)N2N=CC=C2)N1C=1C=C2CC[C@@H](C2=CC1)NC(C1=CC(=CC=C1)NC(C(=C)F)=O)=O